4-(6-(2-isobutyryl-2,7-diazaspiro[4.5]decan-7-yl)pyridin-3-yl)-6-(1-methyl-1H-pyrazol-4-yl)pyrazolo[1,5-a]pyridine-3-carbonitrile C(C(C)C)(=O)N1CC2(CC1)CN(CCC2)C2=CC=C(C=N2)C=2C=1N(C=C(C2)C=2C=NN(C2)C)N=CC1C#N